FC(C=1C=C(C=CC1)C=1N=C(SC1)N1N=C(C=C1O)C)(F)F [4-(3-trifluoromethylphenyl)thiazol-2-yl]-3-methyl-1H-pyrazol-5-ol